O[C@@H]1C[C@H](N(C1)C([C@H](C(C)(C)C)NC(CCCCCCCCCN1CCN(CC1)C(=O)OC(C)(C)C)=O)=O)C(NCC1=CC=C(C=C1)C1=C(N=CS1)C)=O tert-Butyl 4-(10-(((S)-1-((2S,4R)-4-hydroxy-2-((4-(4-methylthiazol-5-yl)benzyl)carbamoyl)pyrrolidin-1-yl)-3,3-dimethyl-1-oxobutan-2-yl)amino)-10-oxodecyl)piperazine-1-carboxylate